5-(3-bromo-1,2,4-oxadiazol-5-yl)-2-methyl-aniline BrC1=NOC(=N1)C=1C=CC(=C(N)C1)C